COC(=O)C=1C=C(OCCC2CCN(CC2)C(=O)OC(C)(C)C)C=CC1 tert-Butyl 4-(2-(3-(methoxycarbonyl)phenoxy)ethyl)piperidine-1-carboxylate